COC1=CC=C(C=C1)OC(=O)C=1C(N(CCC1C1=CC=CC=C1)C)=O 1-methyl-2-oxo-4-phenyl-1,2,5,6-tetrahydropyridine-3-carboxylic acid-4-methoxyphenyl ester